glyceryl monoricinoleate C(CCCCCCC\C=C/C[C@H](O)CCCCCC)(=O)OCC(O)CO